3-[2-(4-chloro-3-fluorophenoxy)acetamido]-N-[2-(4-sulfamoylphenyl)ethyl]bicyclo[1.1.1]pentane-1-carboxamide ClC1=C(C=C(OCC(=O)NC23CC(C2)(C3)C(=O)NCCC3=CC=C(C=C3)S(N)(=O)=O)C=C1)F